NC1=C(C=CC=C1)NC(=O)C12C(C(=NO1)C=1C=NC=CC1)C1CCC2C1 N-(2-Aminophenyl)-3-(pyridin-3-yl)-3a,4,5,6,7,7a-hexahydro-4,7-methanobenzo[d]isoxazole-7a-carboxamide